ClC1=NC2=C(C(=C(C=C2C(=N1)N1C[C@H]2CC[C@@H](C1)N2C(=O)OC(C)(C)C)Cl)C2=C(C(=CC(=C2)OCOC)Cl)C2CC2)F tert-butyl (1R,5S)-3-((R or S)-2,6-dichloro-7-(3-chloro-2-cyclopropyl-5-(methoxymethoxy) phenyl)-8-fluoroquinazolin-4-yl)-3,8-diazabicyclo[3.2.1]Octane-8-carboxylate